1H-indazol-6-yl-boric acid N1N=CC2=CC=C(C=C12)OB(O)O